CC(CCCCC=C)=C 7-methyl-1,7-octadiene